CCC1=CC=C(C=C1)OC p-ethylanisole